7-(1-(adamantan-1-ylmethyl)-5-methyl-1H-pyrazol-4-yl)-3-(6-bromopyridin-3-yl)-8-chloro-[1,2,4]triazolo[4,3-a]pyridine C12(CC3CC(CC(C1)C3)C2)CN2N=CC(=C2C)C2=C(C=3N(C=C2)C(=NN3)C=3C=NC(=CC3)Br)Cl